OC1=C(C=CC(=C1)C(F)(F)F)C1=C(C2=C(N=N1)N(C=N2)[C@H]2CNCC[C@H]2O)C (3S,4R)-3-(3-(2-hydroxy-4-(trifluoromethyl)phenyl)-4-methyl-7H-imidazo[4,5-c]pyridazin-7-yl)piperidin-4-ol